COC=1C=C(C=C(C1CC1CNCCC1)OC)C1OC2=CC(=CC(=C2C(C1)=O)O)O 2-(3,5-dimethoxy-4-(piperidin-3-ylmethyl)phenyl)-5,7-dihydroxychroman-4-one